CC1=NNC2=CC=C(C=C12)C 3,5-Dimethylindazole